(R)-1-(3-((5-chloro-2-((4-(4-methylpiperazin-1-yl)phenyl)amino)-7H-pyrrolo[2,3-d]pyrimidin-4-yl)amino)piperidin-1-yl)-3-cyclopropylprop-2-yn-1-one ClC1=CNC=2N=C(N=C(C21)N[C@H]2CN(CCC2)C(C#CC2CC2)=O)NC2=CC=C(C=C2)N2CCN(CC2)C